ClC1=C(N=C(NC1=O)C1=CC(=NC=C1)F)N1CCOCCC1 5-chloro-2-(2-fluoro-4-pyridyl)-4-(1,4-oxazepan-4-yl)-1H-pyrimidin-6-one